The molecule is a 3beta-hydroxysteroid consisting of 3beta-hydroxy-5alpha-cholest-8(14)-ene having an additional hydroxy group at the 15beta-position. It is a 3beta-hydroxy steroid and a 15beta-hydroxy steroid. C[C@H](CCCC(C)C)[C@H]1C[C@H](C2=C3CC[C@H]4C[C@H](CC[C@@]4([C@H]3CC[C@]12C)C)O)O